N[C@@H](C)C(=O)N[C@H](CCC(=O)O)C(N)=O alanyl-D-isoglutamine